2-chloro-6-(difluoromethoxy)nicotinic acid methyl ester COC(C1=C(N=C(C=C1)OC(F)F)Cl)=O